ClC=1C(=NC(=NC1)NC1=CC=C(C(=O)NOCC2=CC=C(C=C2)F)C=C1)C1=NN(C=C1)C(C)C 4-((5-chloro-4-(1-isopropyl-1H-pyrazolyl)pyrimidin-2-yl)amino)-N-(4-fluorophenyl)methoxybenzamide